C(C)N=C=NCCCN(C)C 1-ethyl-3-(3-dimethylaminopropyl)-carbodiimid